tert-butyl (2S)-4-[7-[3-chloro-2-(trifluoromethyl) phenyl]-2-[[(2R)-1-methylpyrrolidin-2-yl]methoxy]-6,8-dihydro-5H-pyrido[3,4-d]pyrimidin-4-yl]-2-(cyanomethyl)piperazine-1-carboxylate ClC=1C(=C(C=CC1)N1CC=2N=C(N=C(C2CC1)N1C[C@@H](N(CC1)C(=O)OC(C)(C)C)CC#N)OC[C@@H]1N(CCC1)C)C(F)(F)F